N-((2S,3R)-1-Amino-3-((Tert-Butyldimethylsilyl)Oxy)-1-Oxobutan-2-Yl)-4-((Tert-Butyldimethylsilyl)Oxy)-1-(Hydroxymethyl)Cyclohexane-1-Carboxamide NC([C@H]([C@@H](C)O[Si](C)(C)C(C)(C)C)NC(=O)C1(CCC(CC1)O[Si](C)(C)C(C)(C)C)CO)=O